2-(furan-2-yl)benzyl-3-phenethylpyrrolidine O1C(=CC=C1)C1=C(CN2CC(CC2)CCC2=CC=CC=C2)C=CC=C1